3-(pent-4-en-1-yloxy)azepane C(CCC=C)OC1CNCCCC1